2-(2-Chloro-5-(2-hydroxypropan-2-yl)-8-oxothieno[2',3':4,5]pyrrolo[1,2-d][1,2,4]triazin-7(8H)-yl)-N-(pyridin-3-yl)acetamide ClC1=CC2=C(C=C3N2C(=NN(C3=O)CC(=O)NC=3C=NC=CC3)C(C)(C)O)S1